C(C=C)(=O)OCCOC1=CC=C(C=C1)C(C)(C)C1=CC=CC=C1 2-(p-cumylphenoxy)-ethyl acrylate